OC[C@@H]1C(=C[C@H](CN1C)C(=O)N1CCCC1)C=1C=CC=C2C=CNC12 ((3R,6S)-6-(hydroxymethyl)-5-(1H-indol-7-yl)-1-methyl-1,2,3,6-tetrahydropyridin-3-yl)(pyrrolidin-1-yl)methanone